N-(3-(5-(2-(((1R,5S,6r)-3,3-Dioxido-3-thiabicyclo[3.1.0]hexan-6-yl)amino)pyrimidin-4-yl)-2-(4-methyltetrahydro-2H-pyran-4-yl)thiazol-4-yl)-2-fluorophenyl)acetamide O=S1(C[C@H]2C([C@H]2C1)NC1=NC=CC(=N1)C1=C(N=C(S1)C1(CCOCC1)C)C=1C(=C(C=CC1)NC(C)=O)F)=O